(E)-methyl 4-((2-(2-(2-hydroxyethoxy)ethoxy)ethyl)(methyl)amino)but-2-enoate OCCOCCOCCN(C/C=C/C(=O)OC)C